2,3,3,3-tetrafluoro-2-(heptafluoropropoxy)propionic acid FC(C(=O)O)(C(F)(F)F)OC(C(C(F)(F)F)(F)F)(F)F